(3,5-dibromo-4-hydroxyphenyl)(2-ethyl-5-methylbenzofuran-3-yl)methanone BrC=1C=C(C=C(C1O)Br)C(=O)C1=C(OC2=C1C=C(C=C2)C)CC